3-methyl-2-oxo-benzoimidazole CN1C(NC2=C1C=CC=C2)=O